BrC1=C(C=C(C(=C1)[N+](=O)[O-])C1CC1)F 1-bromo-2-fluoro-4-cyclopropyl-5-nitrobenzene